2-allyl-1-(6-(2-hydroxy-prop-2-yl)pyridin-2-yl)-6-(methylsulfanyl)-1,2-dihydro-3H-pyrazolo[3,4-d]pyrimidin-3-one C(C=C)N1N(C2=NC(=NC=C2C1=O)SC)C1=NC(=CC=C1)C(C)(C)O